N-((2S)-5-hydroxy-1-oxo-1-(((2S)-6,6,6-trifluoro-1-hydroxyl-(thiazol-2-yl)hexan-2-yl)amino)hexan-2-yl)oxazole-5-carboxamide OC(CC[C@@H](C(N[C@H](C(O)C=1SC=CN1)CCCC(F)(F)F)=O)NC(=O)C1=CN=CO1)C